N1,N1'-(piperazine-1,4-diylbis(ethane-2,1-diyl))bis(ethane-1,2-diamine) N1(CCN(CC1)CCNCCN)CCNCCN